rac-tert-butyl (2R,5S)-2-methyl-5-(4-(4-oxo-3,4-dihydro-7H-pyrrolo[2,3-d]pyrimidin-7-yl)phenyl)morpholine-4-carboxylate C[C@@H]1CN([C@H](CO1)C1=CC=C(C=C1)N1C=CC2=C1N=CNC2=O)C(=O)OC(C)(C)C |r|